O1-tert-butyl O6-ethyl 5-bromo-2-oxo-spiro[indoline-3,4'-tetrahydropyran]-1,6-dicarboxylate BrC=1C=C2C(=CC1C(=O)OCC)N(C(C21CCOCC1)=O)C(=O)OC(C)(C)C